N1N[C@@H](CCC1)C(=O)OC methyl (3S)-1,2-diazacyclohexane-3-carboxylate